2,6-dimethoxy-4-prop-1-enylphenol COC1=C(C(=CC(=C1)C=CC)OC)O